6-bromo-4-hydroxy-2,8-dimethylpyrido[2,3-d]pyrimidin-7(8H)-one BrC1=CC2=C(N=C(N=C2O)C)N(C1=O)C